tert-butyl 2-(4-((1R,2S)-6-(tert-butoxy)-2-phenyl-1,2,3,4-tetrahydronaphthalen-1-yl)phenyl)-2,7-diazaspiro[3.5]nonane-7-carboxylate C(C)(C)(C)OC=1C=C2CC[C@@H]([C@@H](C2=CC1)C1=CC=C(C=C1)N1CC2(C1)CCN(CC2)C(=O)OC(C)(C)C)C2=CC=CC=C2